NC1=C(C(NC2=C(C=CC=C12)C=1C=NC=CC1C)=O)C(=O)NCCC 4-Amino-8-(4-methylpyridin-3-yl)-2-oxo-N-propyl-1,2-dihydroquinoline-3-carboxamide